F[P-](F)(F)(F)(F)F.F[P-](F)(F)(F)(F)F.C(CCC)[N+](CCCCN1C=2C=CC(=CC2N(C2=CC=C(C=C12)C(C)(C)C)CCCC[N+](C)(C)CCCO)C(C)(C)C)(C)C N-butyl-4-(2,7-di-tert-butyl-10-(4-((3-hydroxypropyl)dimethylammonio)butyl)phenazin-5(10H)-yl)-N,N-dimethylbutan-1-aminium bis(hexafluorophosphate)